C(C)(=O)O[C@H]1[C@@H](OC([C@H]([C@@H]1OC(C)=O)OC(C)=O)[C@H](COC)F)OP(=O)(OC1=CC=CC=C1)OC1=CC=CC=C1 (2S,3R,4S,5S)-2-((diphenoxyphosphoryl)oxy)-6-((S)-1-fluoro-2-methoxyethyl)tetrahydro-2H-pyran-3,4,5-triyl triacetate